(R)-N-(3-(4,4-Difluoropiperidin-1-yl)-5-methylphenyl)-6-(1,2-dihydroxypropan-2-yl)-2-(6-azaspiro[2.5]octan-6-yl)nicotinamide FC1(CCN(CC1)C=1C=C(C=C(C1)C)NC(C1=C(N=C(C=C1)[C@@](CO)(C)O)N1CCC2(CC2)CC1)=O)F